1-methyl-1-(1-(3-methyl-1H-pyrazolo[3,4-b]pyridin-5-yl)piperidin-4-yl)-3-(1-methyl-2-oxo-5-(trifluoromethyl)-1,2-dihydropyridin-3-yl)urea CN(C(=O)NC=1C(N(C=C(C1)C(F)(F)F)C)=O)C1CCN(CC1)C=1C=C2C(=NC1)NN=C2C